CC=1C=2N(C(NC1)=O)N=CN2 8-methyl-[1,2,4]triazolo[1,5-c]pyrimidine-5(6H)-one